N-(5,6-dimethoxybenzothiazol-2-yl)-2-[4-(ethylsulfonyl)phenyl]-4-methoxybutanamide COC=1C(=CC2=C(N=C(S2)NC(C(CCOC)C2=CC=C(C=C2)S(=O)(=O)CC)=O)C1)OC